pentenyl-propyl-phosphinic acid C(=CCCC)P(O)(=O)CCC